NCCOCCNC(C1=C(C=C(C=C1)NC=1C=2N(C=CN1)C(=CN2)C=2C(=NN(C2)CCC#N)C(F)(F)F)CC)=O N-[2-(2-aminoethoxy)ethyl]-4-[[3-[1-(2-cyanoethyl)-3-(trifluoromethyl)pyrazol-4-yl]imidazo[1,2-a]pyrazin-8-yl]amino]-2-ethylbenzamide